BrC1=NC=2C=C(C=CC2C2=C1COC2)CN(C(=O)C=2C=NC(=CC2)C2(CC2)C(F)(F)F)C=2C(=NC=CC2)S(=O)(=O)C N-({4-bromo-1H,3H-furo[3,4-c]quinolin-7-yl}methyl)-N-(2-methanesulfonylpyridin-3-yl)-6-[1-(trifluoromethyl)cyclopropyl]pyridine-3-carboxamide